Cyclotrisiloxaneselon O1[Si](O[SiH2]O[SiH2]1)=[Se]